(3s,7as)-3-(((dimethylsulfamoyl)amino)methyl)tetrahydro-1H-pyrrolizine CN(S(=O)(=O)NC[C@@H]1CCC2=CCCN12)C